3-(3-((tert-butyldimethylsilyl)oxy)propoxy)-1',5,5'-trimethyl-4-nitro-1'H-1,4'-bi-pyrazole [Si](C)(C)(C(C)(C)C)OCCCOC1=NN(C(=C1[N+](=O)[O-])C)C=1C=NN(C1C)C